1-[4-[6-[5-[(6-tert-butoxypyrazin-2-yl)amino]-1-methyl-pyrazol-4-yl]-3-pyridinyl]phenyl]cyclopropanecarboxylic acid C(C)(C)(C)OC1=CN=CC(=N1)NC1=C(C=NN1C)C1=CC=C(C=N1)C1=CC=C(C=C1)C1(CC1)C(=O)O